2-(3-chlorophenyl)-1-(4-chlorophenyl)-2-methylpropyl (1-((4-amino-3,4-dioxo-1-(2-oxopyrrolidin-3-yl)butan-2-yl)amino)-3-cyclohexyl-1-oxopropan-2-yl)carbamate NC(C(C(CC1C(NCC1)=O)NC(C(CC1CCCCC1)NC(OC(C(C)(C)C1=CC(=CC=C1)Cl)C1=CC=C(C=C1)Cl)=O)=O)=O)=O